ClC1=C(C=CC(=C1)F)C1=CC(OC2=CC(=CC=C12)C(=O)N(C)CC)=O 4-(2-chloro-4-fluorophenyl)-N-ethyl-N-methyl-2-oxo-2H-chromene-7-carboxamide